OCCCN1N=C(C=C1)S(=O)(=O)N(CC1=CC=C(C=C1)OC)CC1=CC=C(C=C1)OC 1-(3-hydroxypropyl)-N,N-bis(4-methoxybenzyl)-1H-pyrazole-3-sulfonamide